FC1=CC(=C(C=C1[N+](=O)[O-])C(C)=O)O 1-(4-Fluoro-2-hydroxy-5-nitrophenyl)ethane-1-one